3-fluoro-N-(1-phenylvinyl)benzamide FC=1C=C(C(=O)NC(=C)C2=CC=CC=C2)C=CC1